1-(tetrahydro-2H-pyran-4-yl)ethyl 4-methylbenzenesulfonate CC1=CC=C(C=C1)S(=O)(=O)OC(C)C1CCOCC1